N-[1-Methyl-2-oxo-2-[[(1S,3R)-3-(1-piperidinylcarbonyl)cyclopentyl]amino]ethyl]benzamide CC(C(N[C@@H]1C[C@@H](CC1)C(=O)N1CCCCC1)=O)NC(C1=CC=CC=C1)=O